C(C)(C)(C)C1=C(C(=C(C(=C1)C)CN1C(N(C(N(C1=O)CC1=C(C(=C(C=C1C)C(C)(C)C)O)C)=O)CC1=C(C(=C(C=C1C)C(C)(C)C)O)C)=O)C)O 1,3,5-tris[(4-t-butyl-3-hydroxy-2,6-xylyl)methyl]-1,3,5-triazine-2,4,6(1H,3H,5H)-trione